(S)-2-((2-((4-chloro-2-fluorobenzyl)oxy)-5,8-dihydro-1,7-naphthyridin-7(6H)-yl)methyl)-1-(oxetan-2-ylmethyl)-1H-benzo[d]imidazole-6-carbonitrile ClC1=CC(=C(COC2=NC=3CN(CCC3C=C2)CC2=NC3=C(N2C[C@H]2OCC2)C=C(C=C3)C#N)C=C1)F